3-(3-cyclopropyl-1,2,4-oxadiazol-5-yl)-N-{2-fluoro-6-[4-(propan-2-yl)piperazin-1-yl]phenyl}-8-azabicyclo[3.2.1]octane-8-carboxamide C1(CC1)C1=NOC(=N1)C1CC2CCC(C1)N2C(=O)NC2=C(C=CC=C2N2CCN(CC2)C(C)C)F